COC=1C=C2C=CN=C(C2=CC1OC)OCCN1CCCCC1 6,7-dimethoxy-1-(2-(piperidin-1-yl)ethoxy)isoquinoline